7-(5-fluoro-2-(((1S,3R,4S,5R)-4-hydroxy-6,8-dioxabicyclo[3.2.1]octan-3-yl)amino)pyrimidin-4-yl)-1-isopropyl-2,3-dimethylquinolin-4(1H)-one FC=1C(=NC(=NC1)N[C@@H]1C[C@H]2CO[C@@H]([C@H]1O)O2)C2=CC=C1C(C(=C(N(C1=C2)C(C)C)C)C)=O